C1(CC1)C(C(C1=NC2=C(N1)C=CC(=C2F)[C@H](CC(F)F)C(NCC(F)(F)F)=O)NC(=O)C2=NON=C2C)C2CC2 N-(2,2-Dicyclopropyl-1-{5-[(1S)-3,3-difluoro-1-(2,2,2-trifluoroethylcarbamoyl)propyl]-4-fluoro-1H-benzimidazol-2-yl}ethyl)-4-methyl-1,2,5-oxadiazole-3-carboxamide